Cl.S1C(=CC=C1)CNC(=O)[C@@H]1CN(CCN1)C(=O)OCC1C2=CC=CC=C2C=2C=CC=CC12 (S)-(9H-fluoren-9-yl)methyl 3-((thiophen-2-ylmethyl)carbamoyl)piperazine-1-carboxylate hydrochloride